(S)-1-(2-(4-(5-(3-fluorophenyl)-4,5-dihydro-1H-pyrazole-1-carbonyl)piperazin-1-yl)pyrimidin-4-yl)-1H-pyrazole-4-carboxamide FC=1C=C(C=CC1)[C@@H]1CC=NN1C(=O)N1CCN(CC1)C1=NC=CC(=N1)N1N=CC(=C1)C(=O)N